OCCN(CCCCCCCC\C=C/CCCCCCCC)CCO bis(2-hydroxyethyl)oleyl-amine